F[Sb-](F)(F)(F)(F)F.F[Sb-](F)(F)(F)(F)F.CC1=C(C(=C(C1(C)[Rh+2])C)C)C (pentamethylcyclopentadienyl)rhodium bis(hexafluoroantimonate)